ClC1=NC2=CC=C(C=C2C(=N1)OCC1=CC=C(C=C1)C=1N(C=C(N1)C(F)(F)F)C(C)C)OC 2-chloro-4-((4-(1-isopropyl-4-(trifluoromethyl)-1H-imidazol-2-yl)benzyl)oxy)-6-methoxyquinazoline